C(C)(=O)OC1=C(C=C2NC=NC2=N1)OC(C)=O bisacetoxydeazapurine